N-(3-carbamoyl-1,6-dimethyl-2-naphthyl)-2-(3-chloro-2-pyridyl)-5-(trifluoromethyl)pyrazole-3-carboxamide C(N)(=O)C=1C(=C(C2=CC=C(C=C2C1)C)C)NC(=O)C=1N(N=C(C1)C(F)(F)F)C1=NC=CC=C1Cl